((3-hydroxypropyl)azanediyl)bis(undecane-11,1-diyl) (2E,2'E)-bis(3-butylnon-2-enoate) C(CCC)\C(=C/C(=O)OCCCCCCCCCCCN(CCCCCCCCCCCOC(C=C(CCCCCC)CCCC)=O)CCCO)\CCCCCC